BrC1=CC(=C(C=C1)N[C@H]1CNCC1)[N+](=O)[O-] (R)-N-(4-bromo-2-nitrophenyl)pyrrolidin-3-amine